(2S)-2-(4-{8-chloro-7-[(2-methyl-1H-1,3-benzodiazol-6-yl)oxy]quinoxalin-2-yl}-1H-pyrazol-1-yl)propan-1-ol ClC=1C(=CC=C2N=CC(=NC12)C=1C=NN(C1)[C@H](CO)C)OC=1C=CC2=C(NC(=N2)C)C1